5-(3-(((1r,4r)-4-(5-chloro-2-(difluoromethyl)nicotinamido)cyclohexyl)methyl)-2-oxo-2,3-dihydro-1H-benzo[d]imidazol-1-yl)-N-cyclopropyl-picolinamide ClC=1C=NC(=C(C(=O)NC2CCC(CC2)CN2C(N(C3=C2C=CC=C3)C=3C=CC(=NC3)C(=O)NC3CC3)=O)C1)C(F)F